Triallylmethoxysilane C(C=C)C(O[SiH3])(CC=C)CC=C